16-[4-[6-[8-(1,3-benzothiazol-2-ylcarbamoyl)-3,4-dihydro-1H-isoquinolin-2-yl]-2-tert-butoxycarbonyl-3-pyridyl]-3,5-dimethyl-pyrazol-1-yl]hexadecanoic acid S1C(=NC2=C1C=CC=C2)NC(=O)C=2C=CC=C1CCN(CC21)C2=CC=C(C(=N2)C(=O)OC(C)(C)C)C=2C(=NN(C2C)CCCCCCCCCCCCCCCC(=O)O)C